2-(2,4-dinitrophenylazo)naphthol [N+](=O)([O-])C1=C(C=CC(=C1)[N+](=O)[O-])N=NC1=C(C2=CC=CC=C2C=C1)O